5-Bromo-N-((6-fluoropyridin-2-yl)methyl)-7-((2-(trimethylsilyl)ethoxy)methyl)-7H-pyrrolo[2,3-d]pyrimidin-4-amine BrC1=CN(C=2N=CN=C(C21)NCC2=NC(=CC=C2)F)COCC[Si](C)(C)C